C(C)C1=C(C=CC=C1)C1=C(C=C(S1)NS(=O)(=O)CC)C1=CN(C(C=C1)=O)C N-[5-(2-ethylphenyl)-4-(1-methyl-6-oxopyridin-3-yl)thiophen-2-yl]ethanesulfonamide